CC1=C(OC=2CCC3=CN(N=C3C21)CC2=NC=CC=C2)C(=O)NCC2=CC=C(C=C2)C 8-methyl-N-[(4-methylphenyl)methyl]-2-[(pyridin-2-yl)methyl]-4,5-dihydro-2H-furo[2,3-g]indazole-7-carboxamide